C(C(=C)C)(=O)OCC1CCC(CC1)CO 1,4-cyclohexanedimethanol monomethacrylate